(5aR,6S,7R,8R,8aS)-3-chloro-8,8a-dihydroxy-N,N-dimethyl-6-phenyl-5a-(4-(trifluoromethoxy)phenyl)-5a,7,8,8a-tetrahydro-6H-cyclopenta[4,5]furo[3,2-b]pyridine-7-carboxamide ClC=1C=C2C(=NC1)[C@]1([C@@](O2)([C@@H]([C@H]([C@H]1O)C(=O)N(C)C)C1=CC=CC=C1)C1=CC=C(C=C1)OC(F)(F)F)O